3-(hydroxymethyl)-1H-pyrazole-5-carboxylic acid ethyl ester C(C)OC(=O)C1=CC(=NN1)CO